C(#N)C(CNC=1C(=CC=C2C=CC(=CC12)C1=CC(=NC=N1)C(=O)NC1CCN(CC1)C)OC)=C 6-{8-[(2-cyano-2-methylideneethyl)amino]-7-methoxynaphthalen-2-yl}-N-(1-methylpiperidin-4-yl)pyrimidine-4-carboxamide